2-Ethyl-5-methyl-4-hydroxy-3(2H)-furanon C(C)C1OC(=C(C1=O)O)C